CC=1C=C(C=CC1OC=1C=NC(=CC1)C)NC1=NC=NC2=CC=3OC[C@H]4N(C3N=C21)CCN(C4)C(=O)OC(C)(C)C tert-butyl (S)-11-((3-methyl-4-((6-methylpyridin-3-yl)oxy)phenyl)amino)-1,2,4a,5-tetrahydropyrazino[1,2-d]pyrimido[4',5':5,6]pyrido[3,2-b][1,4]oxazine-3(4H)-carboxylate